FC(C(C(F)(F)F)(O)C1=CC=C(C=C1)C1=C(C=C(C=C1)CN1CC2(CN(C2)C(C)=O)C1)C)(F)F 1-(6-((4'-(1,1,1,3,3,3-hexafluoro-2-hydroxypropan-2-yl)-2-methyl-[1,1'-biphenyl]-4-yl)methyl)-2,6-diazaspiro[3.3]heptan-2-yl)ethan-1-one